FC(C1=NN=C(O1)C=1C=CC(=NC1)CN(S(=O)(=O)C)C1=CC(=CC=C1)C(F)(F)F)(F)F N-((5-(5-(trifluoromethyl)-1,3,4-oxadiazol-2-yl)pyridin-2-yl)methyl)-N-(3-(trifluoromethyl)phenyl)methanesulfonamide